1-allyl-4-chloro-1H-spiro[2,1-benzothiazole-3,1'-cyclopentane] C(C=C)N1SC2(CCCC2)C2=C1C=CC=C2Cl